8-fluoro-2-methyl-3-oxo-3,4-dihydroquinoxaline-6-carbaldehyde FC=1C=C(C=C2NC(C(=NC12)C)=O)C=O